4-bromo-3-oxo-2,3-dihydro-1H-indazole-5-carbonitrile BrC1=C2C(NNC2=CC=C1C#N)=O